titanium hydroxycaproate OC(C(=O)[O-])CCCC.[Ti+4].OC(C(=O)[O-])CCCC.OC(C(=O)[O-])CCCC.OC(C(=O)[O-])CCCC